3-(Morpholine-4-carbonyl)-9H-pyrido[3,4-b]indole-1-carboxamide N1(CCOCC1)C(=O)C1=CC2=C(NC3=CC=CC=C23)C(=N1)C(=O)N